C(C(=O)O)(=O)O.OCC1(CNC1)O 3-(hydroxymethyl)azetidin-3-ol oxalic acid salt